2-chloro-4-[[2-fluoro-6-(trifluoromethyl)benzyl]amino]pyrimidin-5-carboxamide ClC1=NC=C(C(=N1)NCC1=C(C=CC=C1C(F)(F)F)F)C(=O)N